3-{6-chloro-2-[(5-chloro-1-cyclopropyl-1H-pyrazol-4-yl)amino]quinazolin-7-yl}-3-azabicyclo[3.1.1]heptan-6-ol ClC=1C=C2C=NC(=NC2=CC1N1CC2C(C(C1)C2)O)NC=2C=NN(C2Cl)C2CC2